(S)-N-(6-(5-(difluoromethyl)-1,2,4-oxadiazol-3-yl)-2,3-dihydrobenzofuran-3-yl)-1,5-dimethyl-1H-pyrazole-4-carboxamide FC(C1=NC(=NO1)C1=CC2=C([C@@H](CO2)NC(=O)C=2C=NN(C2C)C)C=C1)F